N1,N4-bis(2-(2-(2-(2-(3-(6,8-dichloro-2-methyl-1,2,3,4-tetrahydroisoquinolin-4-yl)phenylsulfonamido)ethoxy)ethoxy)ethoxy)ethyl)succinamide ClC=1C=C2C(CN(CC2=C(C1)Cl)C)C=1C=C(C=CC1)S(=O)(=O)NCCOCCOCCOCCNC(CCC(=O)NCCOCCOCCOCCNS(=O)(=O)C1=CC(=CC=C1)C1CN(CC2=C(C=C(C=C12)Cl)Cl)C)=O